C(C)OCC=1N(C2=C(C=[N+](C=3C=CC=C(C23)OC)[O-])N1)CC(C)(O)C 1-[2-(Ethoxymethyl)-9-methoxy-5-oxido-imidazo[4,5-c]quinolin-5-ium-1-yl]-2-methyl-propan-2-ol